O=C1NC(CCC1N1C(C2=CC=C(C=C2C1=O)OCC1CN(CCN1C)C(=O)OC(C)(C)C)=O)=O tert-butyl 3-([[2-(2,6-dioxopiperidin-3-yl)-1,3-dioxoisoindol-5-yl]oxy]methyl)-4-methylpiperazine-1-carboxylate